3-(2H-benzotriazol-2-yl)-5-(1,1-dimethylethyl)-4-hydroxy-phenylpropionic acid N=1N(N=C2C1C=CC=C2)C=2C=C(C=C(C2O)C(C)(C)C)C(C(=O)O)C